6-(2-methylsulfonyl-5-oxo-7,8-dihydropyrido[4,3-d]pyrimidin-6(5H)-yl)hexanamide CS(=O)(=O)C=1N=CC2=C(N1)CCN(C2=O)CCCCCC(=O)N